acryloyloxyethyl-octadecyl-dimethyl-ammonium chloride [Cl-].C(C=C)(=O)OCC[N+](C)(C)CCCCCCCCCCCCCCCCCC